N-(3-(11,12-methylene)octadecanoyloxy-octadecanoyl)ornithine tert-Butyl-(1S,4S)-5-benzyl-6-cyano-2,5-diazabicyclo[2.2.1]heptane-2-carboxylate C(C)(C)(C)[C@]12N(C[C@@H](N(C1C#N)CC1=CC=CC=C1)C2)C(=O)O.C2C(CCCCCCCCCC(=O)OCCCCCCCCCCCCCCCCCC(=O)N[C@@H](CCCN)C(=O)O)C2CCCCCC